(2S)-2-[2-[2-(8-chloro-4-oxo-chromen-2-yl)-5-methyl-phenoxy]Ethylcarbamoylamino]Propionic acid ClC=1C=CC=C2C(C=C(OC12)C1=C(OCCNC(=O)N[C@H](C(=O)O)C)C=C(C=C1)C)=O